tert-Butyl ((R)-6-(3-chloro-4-(2-chloro-3-(5-formyl-6-methoxypyridin-2-yl)phenyl)pyridin-2-yl)-1,2,3,4-tetrahydronaphthalen-1-yl)(((S)-5-oxopyrrolidin-2-yl)methyl)carbamate ClC=1C(=NC=CC1C1=C(C(=CC=C1)C1=NC(=C(C=C1)C=O)OC)Cl)C=1C=C2CCC[C@H](C2=CC1)N(C(OC(C)(C)C)=O)C[C@H]1NC(CC1)=O